C(C)C1=NN2C(C(=CC=C2)COC2=CC=CC(=N2)C2=CCN(C=C2)CC2=NC3=C(N2C[C@H]2OCC2)C=C(C=C3)C(=O)[O-])=C1 (S)-2-((4-(6-((2-ethylpyrazolo[1,5-a]pyridin-4-yl)methoxy)pyridin-2-yl)pyridine-1-yl)methyl)-1-((oxetan-2-yl)methyl)-1H-benzo[d]imidazole-6-carboxylate